C(C=C)(=O)OCCC(=O)OCCC(=O)O 3-((3-(acryloyloxy)propanoyl)oxy)propanoic acid